6-{[1-(6-Methoxypyridin-3-yl)-4-methyl-1H-1,2,3-triazol-5-yl]methoxy}-1,2,3,4-tetrahydro-2,7-naphthyridine COC1=CC=C(C=N1)N1N=NC(=C1COC=1C=C2CCNCC2=CN1)C